5,7-dihydroxyl-4'-methoxyl-3'-acetyl-flavone OC1=C2C(C=C(OC2=CC(=C1)O)C1=CC(=C(C=C1)OC)C(C)=O)=O